5-(4-phenylthiobenzoylmethyl)-1-aza-5-azoniabicyclo[4.3.0]-5-nonene tetraphenyl-borate C1(=CC=CC=C1)[B-](C1=CC=CC=C1)(C1=CC=CC=C1)C1=CC=CC=C1.C1(=CC=CC=C1)C1=CC=C(C(=S)C[N+]=2CCCN3CCCC23)C=C1